1-oxo-5-(piperazin-1-ylmethyl)isoindoline O=C1NCC2=CC(=CC=C12)CN1CCNCC1